TolueneBenzaldehyde C(C1=CC=CC=C1)C1=CC=CC=C1C=O